BrC=1C=C(C=CC1)C(CCCOCC(C(=O)O)(C)C)(C)C1=CN=C(N1)C1=C(C=CC(=C1)OC=1C(=C2C=CN(C2=CC1F)S(=O)(=O)C1=CC=C(C)C=C1)C=O)F 3-((4-(3-Bromophenyl)-4-(2-(2-fluoro-5-((6-fluoro-4-formyl-1-tosyl-1H-indol-5-yl)oxy)phenyl)-1H-imidazol-5-yl)pentyl)oxy)-2,2-dimethylpropanoic acid